Kalium bisulfid [SH-].[K+]